COC(=O)C=1N=C2N(C=C(N=C2)C=2C=NN(C2)C)C1C 3-methyl-6-(1-methyl-1H-pyrazol-4-yl)imidazo[1,2-a]pyrazine-2-carboxylic acid methyl ester